[3-(2-{5-[(1R,4R,7R)-7-amino-2-azabicyclo[2.2.1]heptane-2-carbonyl]-7-methoxy-1-methyl-1H-1,3-benzodiazol-2-yl}-1-(cyclopropylmethyl)-1H-indol-6-yl)-2-fluorophenyl]methanol N[C@H]1[C@@H]2N(C[C@H]1CC2)C(=O)C2=CC1=C(N(C(=N1)C=1N(C3=CC(=CC=C3C1)C=1C(=C(C=CC1)CO)F)CC1CC1)C)C(=C2)OC